(1-((4-(5-((4-((4-(aminomethyl)piperidin-1-yl)methyl)-6-(3,5-dichlorophenyl)pyridin-2-yl)oxy)pyridin-2-yl)piperazin-1-yl)methyl)cyclopropyl)methanol NCC1CCN(CC1)CC1=CC(=NC(=C1)C1=CC(=CC(=C1)Cl)Cl)OC=1C=CC(=NC1)N1CCN(CC1)CC1(CC1)CO